[N+](=O)([O-])/C=C/C1CC1 2-(trans-2-nitrovinyl)cyclopropane